C[C@H]1O[C@H](CC(C1)OC1=C(C=CC=C1F)CNC(=O)C=1C(=NC(=C(C1)C=1C=CC=2N(N1)C=C(N2)NC(C)=O)C)C)C N-[(2-{[(2R,6S)-2,6-dimethyloxan-4-yl]oxy}-3-fluorophenyl)methyl]-5-{2-acetamidoimidazo[1,2-b]pyridazin-6-yl}-2,6-dimethylpyridine-3-carboxamide